CN1C(=NC=C1)CCOC1=NC=CC(=N1)C(=O)O 2-(2-(1-methyl-1h-imidazol-2-yl)ethoxy)pyrimidine-4-carboxylic acid